1-(6-(4-(fluoromethyl)-4-methoxycyclohexyl)-4-((2R,3S)-2-methyl-3-((methylsulfonyl)methyl)azetidin-1-yl)pyridin-2-yl)-6-(4-methoxypyridin-3-yl)-4-methyl-1H-pyrazolo[4,3-c]pyridine FCC1(CCC(CC1)C1=CC(=CC(=N1)N1N=CC=2C(=NC(=CC21)C=2C=NC=CC2OC)C)N2[C@@H]([C@H](C2)CS(=O)(=O)C)C)OC